2-[1-(2,3-dihydro-2-oxo-5-thiazolyl)-2-[3-(trifluoromethyl)-1H-pyrazol-1-yl]propylidene]hydrazinecarboxaldehyde O=C1SC(=CN1)C(C(C)N1N=C(C=C1)C(F)(F)F)=NNC=O